CC(C)([Si](OC[C@H](NC(OC(C)(C)C)=O)C1=CC=C(C(=O)OC)C=C1)(C)C)C methyl (R)-4-(2,2,3,3,10,10-hexamethyl-8-oxo-4,9-dioxa-7-aza-3-silaundecan-6-yl)benzoate